3,4,9,10-perylenetetracarboxylic-3,4-anhydride C1=CC2=C3C(=CC=C4C5=CC=C(C=6C(=CC=C(C1=C34)C56)C(=O)O)C(=O)O)C(=O)OC2=O